1-{4-[2-Iodo-1-(2,2,2-trifluoroethyl)-1H-indol-4-ylamino]-1-piperidyl}-3-methoxy-2-propanol IC=1N(C2=CC=CC(=C2C1)NC1CCN(CC1)CC(COC)O)CC(F)(F)F